NC=1C(=C(C(=O)NC)C=CC1)F amino-2-fluoro-N-methylbenzamide